C1(=CC=CC=C1)C=1C=C(NC1C1=CC=CC=C1)C(=O)N 4,5-diphenyl-1H-pyrrole-2-carboxamide